2-((3-(4-Morpholinyl)-2-carbonyl-oxazolin-5-yl)methyl)isoindole-1,3-dione N1(CCOCC1)N1C(OC(=C1)CN1C(C2=CC=CC=C2C1=O)=O)=C=O